N1=CNC2=NC=CC(=C21)C=2C=NN(C2)C2=CC=C(C=N2)C(=O)NCC#N 6-(4-(3H-imidazo[4,5-b]pyridin-7-yl)-1H-pyrazol-1-yl)-N-(cyanomethyl)pyridine-3-carboxamide